(R)-5-(3-((4-(3,5-dimethylisoxazol-4-yl)pyridin-2-yl)oxy)pyrrolidin-1-yl)-3-oxo-2,3-dihydropyridazine-4-carbonitrile CC1=NOC(=C1C1=CC(=NC=C1)O[C@H]1CN(CC1)C1=C(C(NN=C1)=O)C#N)C